2-[4-[[2-allyl-1-[(7R)-7-ethyl-7-hydroxy-5,6-dihydrocyclopenta[b]pyridin-2-yl]-3-oxo-pyrazolo[3,4-d]pyrimidin-6-yl]amino]phenyl]ethyl methanesulfonate CS(=O)(=O)OCCC1=CC=C(C=C1)NC1=NC=C2C(=N1)N(N(C2=O)CC=C)C2=CC=C1C(=N2)[C@@](CC1)(O)CC